N1C=NC2=C1C=CC(=C2)N2C(OCC2C2=CC=C(C=C2)N2CCCC2)=O 3-(1H-Benzo[d]imidazol-5-yl)-4-(4-(pyrrolidin-1-yl)phenyl)oxazolidin-2-on